C(C)(C)C=1C(=CC(=NC1)[C@@H](N[S@](=O)C(C)(C)C)C1=CC=CC=C1)C (R)-N-((S)-(5-isopropyl-4-methylpyridin-2-yl)(phenyl)methyl)-2-methylpropane-2-sulfinamide